FC1=C(OC=2N=NC(=C(C2C(=O)NC2=CC(=CC=C2)S(=O)(=N)C)C)C(F)(F)F)C=CC(=C1)OC(F)(F)F 3-[2-fluoro-4-(trifluoromethoxy)phenoxy]-5-methyl-N-[3-(methylsulfonimidoyl)phenyl]-6-(trifluoromethyl)pyridazine-4-carboxamide